C(C)(=O)NC1=CC=C(C=C1)NC(=O)C1=CC2=C(S1)C=C(C=C2)C2=COC=C2 N-(4-acetamidophenyl)-6-(furan-3-yl)benzo[b]thiophene-2-carboxamide